N-(1-hydroxypropan-2-yl)-4-(5-methyl-2-(6-methylpyridin-2-yl)-6,7-dihydropteridin-8(5H)-yl)nicotinamide OCC(C)NC(C1=CN=CC=C1N1CCN(C=2C=NC(=NC12)C1=NC(=CC=C1)C)C)=O